1-methyl 1,2,2,6,6-pentamethylpiperidin-4-yl decanedioate bis(1,2,2,6,6-pentamethylpiperidin-4-yl)decanedioate CN1C(CC(CC1(C)C)OC(CCCCCCCCC(=O)OC1CC(N(C(C1)(C)C)C)(C)C)=O)(C)C.C(CCCCCCCCC(=O)OC1CC(N(C(C1)(C)C)C)(C)C)(=O)OC